C(#C)C1=C(CSC1)C(=O)O 4-ethynyl-2,5-dihydrothiophene-3-carboxylic acid